N-ethyl-N-((3-(phenylsulfonyl)-3H-pyrrolo[2,3-c]quinolin-4-yl)methyl)ethanamine C(C)N(CC)CC1=NC=2C=CC=CC2C2=C1N(C=C2)S(=O)(=O)C2=CC=CC=C2